2-cyclopropyl-N-(3-((1R,2R)-1,2-difluoro-1-(4-methyl-4H-1,2,4-triazol-3-yl)propan-2-yl)phenyl)-6-((3-fluoro-3-methylazetidin-1-yl)methyl)pyrimidine-4-carboxamide C1(CC1)C1=NC(=CC(=N1)C(=O)NC1=CC(=CC=C1)[C@@]([C@@H](C1=NN=CN1C)F)(C)F)CN1CC(C1)(C)F